(3E)-4,8-dimethyl-non-1,3,7-triene C\C(=C/C=C)\CCC=C(C)C